perfluoro-n-hexanesulfonic acid FC(C(C(C(C(C(F)(F)F)(F)F)(F)F)(F)F)(F)F)(S(=O)(=O)O)F